4-methoxycyclohexanamine COC1CCC(CC1)N